2-chloro-4-((2-chlorobenzyl)amino)pyrimidin-5-carboxamide ClC1=NC=C(C(=N1)NCC1=C(C=CC=C1)Cl)C(=O)N